[5-(4-chlorobenzamido)-2-[(4-chlorophenyl)methyl]-3-oxo-1,2,4-thiadiazolidin-4-yl]methyl 2-[(2S)-2-azaniumyl-3-phenylpropanamido]acetate chloride [Cl-].[NH3+][C@H](C(=O)NCC(=O)OCN1C(N(SC1NC(C1=CC=C(C=C1)Cl)=O)CC1=CC=C(C=C1)Cl)=O)CC1=CC=CC=C1